ClC1=C(C(=NC(=N1)N)NCCN1CCN(CC1)C1=C(C=CC=C1)OC)N 6-chloro-N4-(2-(4-(2-methoxyphenyl)piperazin-1-yl)ethyl)pyrimidine-2,4,5-triamine